FC=1C=C(CNC(N(CC2CCN(CC2)C)CC2=C(C=C(C=C2)F)F)=O)C=CC1OC 3-(3-fluoro-4-methoxybenzyl)-1-(2,4-difluorobenzyl)-1-((1-methylpiperidin-4-yl)methyl)urea